C1(=CC=CC=C1)C1=NOC(=C1)C(=O)N[C@@H]1C[C@H](C2=CC(=C3C=C(N=CC3=C21)C2CC2)S(NCC(C)C)(=O)=O)NC(=O)C=2C=NC=CC2 |r| 3-phenyl-N-[trans-(7RS,9RS)-3-cyclopropyl-5-(2-methyl-propylsulfamoyl)-7-(pyridine-3-carbonylamino)-8,9-dihydro-7H-cyclopenta[h]isoquinolin-9-yl]-1,2-oxazole-5-carboxamide